NC=1C=2N(C3=CC(=C(C=C3N1)F)C(=O)N1[C@@H]3[C@H](C[C@H](C1)C)OCC1=NC(=CC=C13)C(F)(F)F)C=NC2 |r| Rac-(4-amino-7-fluoroimidazo[1,5-a]quinoxalin-8-yl)((3R,4aS,10bS)-3-methyl-8-(trifluoromethyl)-2,3,4,4a,6,10b-hexahydro-1H-pyrano[3,2-b:5,4-b']dipyridin-1-yl)methanone